N-[1-(6-chloro-2-pyridinyl)indazol-3-yl]-3-methyl-1-tetrahydropyran-2-yl-indazol-5-amine ClC1=CC=CC(=N1)N1N=C(C2=CC=CC=C12)NC=1C=C2C(=NN(C2=CC1)C1OCCCC1)C